2-((R)-3-((6-(2-Hydroxy-4-(trifluoromethyl)phenyl)-5-methylpyridazin-3-yl)amino)piperidin-1-yl)-1-((S)-3-methylpiperazin-1-yl)ethan-1-one OC1=C(C=CC(=C1)C(F)(F)F)C1=C(C=C(N=N1)N[C@H]1CN(CCC1)CC(=O)N1C[C@@H](NCC1)C)C